N-(cis-4-methoxycyclohexyl)-5-(quinolin-6-yl)-7H-pyrrolo[2,3-d]pyrimidin-2-amine CO[C@H]1CC[C@H](CC1)NC=1N=CC2=C(N1)NC=C2C=2C=C1C=CC=NC1=CC2